2-dimethylamino-3-formyl-methyl-1,4,5,6-tetrahydropyrimidinium CN(C1[NH+](CCCN1C=O)C)C